FC=1C=C2C(=C(NC2=C(C1)F)C1=CC=C(C=C1)F)C1CC(C1)(F)CN [3-[5,7-difluoro-2-(4-fluorophenyl)-1H-indol-3-yl]-1-fluoro-cyclobutyl]methanamine